benzyl 4-[tert-butoxycarbonyl (methyl) amino]-3-fluoro-piperidine-1-carboxylate C(C)(C)(C)OC(=O)N(C1C(CN(CC1)C(=O)OCC1=CC=CC=C1)F)C